ClC1=CC2=C(S1)C1(CC(NCC1)C=1N=NN(C1)C)OCC2(O)C(F)F 2-chloro-4-(difluoromethyl)-2'-(1-methyltriazol-4-yl)spiro[5H-thieno[2,3-c]pyran-7,4'-piperidin]-4-ol